7-(Cyclobutylamino)-2-((((1R,4R)-4-hydroxycyclohexyl)thio)methyl)quinazolin-4(3H)-one C1(CCC1)NC1=CC=C2C(NC(=NC2=C1)CSC1CCC(CC1)O)=O